2-((3s,4r)-4-cyclopropoxy-3-fluoropiperidin-1-yl)pyrimidin-4-amine C1(CC1)O[C@H]1[C@H](CN(CC1)C1=NC=CC(=N1)N)F